ClC=1C=NC=C(C1C(O)C=1N=CN(C1)COCC[Si](C)(C)C)Cl (3,5-dichloropyridin-4-yl)(1-((2-(trimethyl-silyl)ethoxy)methyl)-1H-imidazol-4-yl)methanol